5-(2,3-dichlorophenyl)-3-[2-methoxy-1-(methoxymethyl)ethyl]-1-[2-[4-(7-methoxy-2-oxo-4,5-dihydro-1H-1,3-benzodiazepin-3-yl)-1-piperidyl]-2-oxo-ethyl]pyrimidine-2,4-dione ClC1=C(C=CC=C1Cl)C=1C(N(C(N(C1)CC(=O)N1CCC(CC1)N1C(NC2=C(CC1)C=C(C=C2)OC)=O)=O)C(COC)COC)=O